S(=O)(=O)(O)[Se]S(=O)(=O)O.[Pb] plumbum sulfoselenide